NC1=CC=C(C=C1)S(=O)(=O)N=C(NCC)N1N=CC(C1)CC N'-(4-aminophenylsulfonyl)-N,4-diethyl-4,5-dihydro-1H-pyrazole-1-carboximidamide